C1(=CC=CC=C1)P(=O)(C1=CC=CC=C1)C=1C=CC=2N(C3=CC=CC=C3C2C1)C1=C(C=CC=C1)N1C2=CC=CC=C2C=2C=C(C=CC12)P(=O)(C1=CC=CC=C1)C1=CC=CC=C1 bis(3-(diphenylphosphoryl)-9H-carbazol-9-yl)benzene